(2R,5R)-2,5-dimethylpiperazin C[C@H]1NC[C@H](NC1)C